Diethyl 2-cyano-2-isopropyl-3-n-propylsuccinate C(#N)C(C(=O)OCC)(C(C(=O)OCC)CCC)C(C)C